5-methylaminosulfonyl-N,N-dimethyltryptamin CNS(=O)(=O)C1=CC=C2NC=C(CCN(C)C)C2=C1